2-(2,6-dioxopiperidin-3-yl)-5-(4-(prop-2-yn-1-yl)piperazin-1-yl)isoindoline-1,3-dione O=C1NC(CCC1N1C(C2=CC=C(C=C2C1=O)N1CCN(CC1)CC#C)=O)=O